(S)-Methyl 2-(N-((2'-cyano-5'-fluoro-[1,1'-biphenyl]-4-yl)methyl)pentanamido)-3-methylbutanoate C(#N)C1=C(C=C(C=C1)F)C1=CC=C(C=C1)CN(C(CCCC)=O)[C@H](C(=O)OC)C(C)C